2'-(6-amino-5-cyanopyridin-3-yl)-N-[1-(2-fluorophenyl)cyclobutyl]-5',6'-dihydrospiro[azetidine-3,4'-pyrrolo[1,2-b]pyrazole]-1-carboxamide NC1=C(C=C(C=N1)C=1C=C2N(N1)CCC21CN(C1)C(=O)NC1(CCC1)C1=C(C=CC=C1)F)C#N